C(C1=CC=CC=C1)N1C=2N(C3=C(C1=O)CN(CC3)CC3=CC(=CC=C3)C#N)N=CC2 4-benzyl-7-(3-cyanobenzyl)-6,7,8,9-tetrahydropyrazolo[1,5-a]pyrido[3,4-e]pyrimidin-5(4H)-one